C1(CC1)C=1N=NN(C1)[C@H](C(=O)N1[C@@H](C[C@H](C1)O)C(=O)NCC1(CCCCC1)NS(=O)(=O)C)C(C)(C)C (2S,4R)-1-[(2S)-2-(4-cyclopropyltriazol-1-yl)-3,3-dimethyl-butanoyl]-4-hydroxy-N-[[1-(methanesulfonamido)cyclohexyl]methyl]pyrrolidine-2-carboxamide